(1S,3S)-3-((4-iodo-6-morpholinylpyridin-2-yl)amino)-1-methylcyclobutan-1-ol IC1=CC(=NC(=C1)N1CCOCC1)NC1CC(C1)(O)C